N-[5-(6-acetamidopyridin-3-yl)-4-fluoro-2-[rac-(3R,5S)-3,4,5-trimethylpiperazin-1-yl]phenyl]-6-oxo-4-(trifluoromethyl)-1H-pyridine-3-carboxamide C(C)(=O)NC1=CC=C(C=N1)C=1C(=CC(=C(C1)NC(=O)C1=CNC(C=C1C(F)(F)F)=O)N1C[C@H](N([C@H](C1)C)C)C)F |r|